S1C(=NC2=C1C=CC=C2)NC(=O)C2=C(C=CC(=C2)N2CCN(CC2)C(=O)OCC2=CC=CC=C2)NC2=CN=C1N2C=CC=C1C(=O)[O-] 3-((2-(benzo[d]thiazol-2-ylcarbamoyl)-4-(4-((benzyloxy)carbonyl)piperazin-1-yl)phenyl)amino)imidazo[1,2-a]pyridine-8-carboxylate